C[C@]1(O)[C@H](O)[C@@H](O)[C@H](O)[C@H](O1)C(=O)O methyl-beta-D-glucopyranosuronic acid